2-benzyl-5-(3-bromophenyl)-4-methylsulfanyl-1,2-dihydro-3H-benzo[c]azepin-3-one C(C1=CC=CC=C1)N1CC2=C(C(=C(C1=O)SC)C1=CC(=CC=C1)Br)C=CC=C2